3-pentyloctyl 8-((4-hydroxybutyl)(8-oxo-8-(((1R,2S,4R)-1,7,7-trimethylbicyclo[2.2.1]heptan-2-yl)oxy)octyl)amino)octanoate OCCCCN(CCCCCCCC(=O)OCCC(CCCCC)CCCCC)CCCCCCCC(O[C@@H]1[C@@]2(CC[C@H](C1)C2(C)C)C)=O